sorbitol hexa[3-(3,5-di-t-butyl-4-hydroxyphenyl)-propionate] C(C)(C)(C)C=1C=C(C=C(C1O)C(C)(C)C)CCC(=O)OC[C@H](OC(CCC1=CC(=C(C(=C1)C(C)(C)C)O)C(C)(C)C)=O)[C@@H](OC(CCC1=CC(=C(C(=C1)C(C)(C)C)O)C(C)(C)C)=O)[C@H](OC(CCC1=CC(=C(C(=C1)C(C)(C)C)O)C(C)(C)C)=O)[C@H](OC(CCC1=CC(=C(C(=C1)C(C)(C)C)O)C(C)(C)C)=O)COC(CCC1=CC(=C(C(=C1)C(C)(C)C)O)C(C)(C)C)=O